FC(OC1=CC=C(C=C1)N1N=C(C=2C1=NC(=NC2)C(=O)NC)C#CC2=CC=CC=C2)F 1-(4-(difluoromethoxy)phenyl)-N-methyl-3-(phenylethynyl)-1H-pyrazolo[3,4-d]pyrimidine-6-carboxamide